N-((S)-2-((2',3'-dimethyl-[3,4'-bipyridin]-6-yl)amino)-1-((1r,4S)-4-methylcyclohexyl)-2-oxoethyl)-1-methyl-1H-pyrazole-5-carboxamide CC1=NC=CC(=C1C)C=1C=NC(=CC1)NC([C@H](C1CCC(CC1)C)NC(=O)C1=CC=NN1C)=O